ClC=1C=C(C=CC1OC)N1C(CC[C@H]1C1=NC2=C(N1[C@H]1CN(CC1)S(=O)(=O)C)C=CC(=C2)C=2C(=NOC2C)C)=O (S)-1-(3-chloro-4-methoxyphenyl)-5-(5-(3,5-dimethylisoxazol-4-yl)-1-((R)-1-(methylsulfonyl)pyrrolidin-3-yl)-1H-benzo[d]imidazol-2-yl)pyrrolidin-2-one